ClC1=C(C=C(CN2C(C(N(CC2=O)C2=NC=C(C=C2F)OC)=O)C2COC2)C=C1)F 4-(4-chloro-3-fluoro-benzyl)-1-(3-fluoro-5-methoxypyridin-2-yl)-3-(oxetan-3-yl)piperazine-2,5-dione